(S)-4-(3-(5-(trifluoromethyl)pyridin-2-ylamino)pyrrolidin-1-yl)biphenyl-3-carboxamide FC(C=1C=CC(=NC1)N[C@@H]1CN(CC1)C1=C(C=C(C=C1)C1=CC=CC=C1)C(=O)N)(F)F